FC1=C(CN2CCN(CC2)C(=O)OC)C=CC=C1[N+](=O)[O-] methyl 4-(2-fluoro-3-nitrobenzyl)piperazine-1-carboxylate